CCCCCCCCCCCCCCCCCCOC[C@H](COP(=O)([O-])OCC[N+](C)(C)C)OC(=O)CCC/C=C\\C/C=C\\C/C=C\\C/C=C\\CCCCC The molecule is a phosphatidylcholine O-38:4 in which the alkyl and acyl groups specified at positions 1 and 2 are octadecyl and (5Z,8Z,11Z,14Z)-eicosatetraenoyl respectively. It is a 1-O-alkyl-2-O-arachidonoyl-sn-glycero-3-phosphocholine and a phosphatidylcholine O-38:4. It derives from a 1-O-octadecyl-sn-glycero-3-phosphocholine.